BrC=1C=C2C(=NC1)OCC(O2)C2=CC=C(C=C2)C2CC2 7-bromo-2-(4-cyclopropylphenyl)-2,3-dihydro-[1,4]dioxino[2,3-b]pyridine